deoxyallopyranose C1[C@H](O)[C@H](O)[C@H](O)[C@H](O1)CO